N[C@H]([C@H](O)C1=CC=C(C=C1)OC)C1=CC=C(C=C1)OC (1R,2S)-2-amino-1,2-bis(4-methoxyphenyl)ethanol